C(C)(C)(C)OC(NC1=C(C=CC(=C1)N1CCC(CC1)N1CCC(CC1)F)N)=O tert-butyl(2-amino-5-(4-fluoro-[1,4'-bipiperidin]-1'-yl)phenyl)carbamate